IC1=C(N=C(NC1=O)C1=C(N=CS1)C)C1CCOCC1 5-iodo-2-(4-methylthiazol-5-yl)-4-tetrahydropyran-4-yl-1H-pyrimidin-6-one